C1(=CC=CC2=CC=CC=C12)[Si](OCC)(OCC)OCC naphthyl-triethoxysilane